N-(3-(3-(4-(3-isopropylphenoxy)phenyl)-2-oxo-2,3-dihydro-1H-imidazo[4,5-c]pyridin-1-yl)phenyl)acrylamide C(C)(C)C=1C=C(OC2=CC=C(C=C2)N2C(N(C3=C2C=NC=C3)C=3C=C(C=CC3)NC(C=C)=O)=O)C=CC1